ethyl 6-(1-(4-fluorobenzyl)-1H-pyrazole-4-carbonyl)-2,6-diazaspiro[3.4]octane-8-carboxylate FC1=CC=C(CN2N=CC(=C2)C(=O)N2CC3(CNC3)C(C2)C(=O)OCC)C=C1